methyl(4-(hydroxycarbamoyl)phenyl)carbamate COC(NC1=CC=C(C=C1)C(NO)=O)=O